N-(5-Chloro-2-methylphenyl)-2-(3,3-difluorocyclopentyl)-2-(4-(2-methyl-2H-tetrazol-5-yl)phenyl)acetamide ClC=1C=CC(=C(C1)NC(C(C1=CC=C(C=C1)C=1N=NN(N1)C)C1CC(CC1)(F)F)=O)C